2-[(3R,5S)-3,5-dimethylpiperazin-1-yl]-1,8-naphthyridine C[C@@H]1CN(C[C@@H](N1)C)C1=NC2=NC=CC=C2C=C1